2'-ethoxy-N-[(3R)-pyrrolidin-3-yl]-5-{2-[1-(trifluoromethyl)cyclopentane-1-carbonyl]-2,6-diazaspiro[3.4]octan-6-yl}[2,3'-bipyridine]-6-carboxamide C(C)OC1=NC=CC=C1C1=NC(=C(C=C1)N1CC2(CN(C2)C(=O)C2(CCCC2)C(F)(F)F)CC1)C(=O)N[C@H]1CNCC1